tert-butyl 4-((4-((8-cyclopentyl-7-oxo-7,8-dihydropyrido[2,3-d]pyrimidin-2-yl)amino)-3-methylphenyl)sulfonyl)piperazine-1-carboxylate C1(CCCC1)N1C(C=CC2=C1N=C(N=C2)NC2=C(C=C(C=C2)S(=O)(=O)N2CCN(CC2)C(=O)OC(C)(C)C)C)=O